BrC1=C2CN(C(C2=CC=C1CN1CCNCC1)=O)C1C(NC(CC1)=O)=O 4-((4-Bromo-2-(2,6-dioxopiperidin-3-yl)-1-oxoisoindoline-5-yl)methyl)piperazine